(30S,33S,36S)-30-(2-(2,5-dioxo-2,5-dihydro-1H-pyrrol-1-yl)acetamido)-33-isopropyl-26,31,34-trioxo-36-(3-ureidopropyl)-2,5,8,11,14,17,20,23-octaoxo-27,32,35-triazaheptatriacontan O=C1N(C(C=C1)=O)CC(=O)N[C@@H](CCNC(CCC(CCC(CCC(CCC(CCC(CCC(CCC(CCC(C)=O)=O)=O)=O)=O)=O)=O)=O)=O)C(N[C@H](C(N[C@@H](C)CCCNC(=O)N)=O)C(C)C)=O